OB1C2=C(C=NO1)C=C(C=C2)C2=C(C=CC=C2)N[C@H](C)C=2C=C(C=C1C(C(=C(OC21)N2CCCCC2)C)=O)C (R)-8-(1-((2-(1-hydroxy-1H-benzo[d][1,2,6]oxazaborinin-6-yl)phenyl)amino)ethyl)-3,6-dimethyl-2-(piperidin-1-yl)-4H-chromen-4-one